silicon-calcium [Ca].[Si]